COC1=CC=C(C=C1)S(=O)(=O)C=1C=NC2=CC=C(C=C2C1NN1CCN(CC1)C)C(=O)OCC ethyl 3-((4-methoxyphenyl)sulfonyl)-4-((4-methylpiperazin-1-yl)amino)quinoline-6-carboxylate